N-(2-(2-fluorophenyl)-5-((methylamino)methyl)pyridin-3-yl)benzenesulfonamide FC1=C(C=CC=C1)C1=NC=C(C=C1NS(=O)(=O)C1=CC=CC=C1)CNC